Cl.Cl.C12CN(CC(N1)C2)C2=CC=C(C=N2)C=2C=1N(C=C(C2)O)N=CC1C#N 4-(6-(3,6-diazabicyclo[3.1.1]hept-3-yl)pyridin-3-yl)-6-hydroxypyrazolo[1,5-a]pyridine-3-carbonitrile dihydrochloride